gamma-glycidoxypropyltributoxysilane C(C1CO1)OCCC[Si](OCCCC)(OCCCC)OCCCC